4-methoxy-6-(4-(((R)-3-(4-methyl-1-oxo-1,3-dihydroisobenzofuran-5-yl)piperazin-1-yl)methyl)-2-oxopyrrolidin-1-yl)nicotinonitrile COC1=CC(=NC=C1C#N)N1C(CC(C1)CN1C[C@H](NCC1)C=1C(=C2COC(C2=CC1)=O)C)=O